[Cl-].C(CCCCCCC\C=C/CCCCCCCC)(=O)NCCC[N+](C)(C)CC(CO)O oleamidopropyl-2,3-dihydroxypropyldimethylammonium chloride